butyl 2-(4-amino-8-methyl-9H-pyrimido[4,5-b]indol-9-yl)acetate NC1=NC=NC=2N(C3=C(C=CC=C3C21)C)CC(=O)OCCCC